BrC=1C(=CC(=NC1)NCC1(CC1)C(F)(F)F)C(F)(F)F 5-bromo-4-(trifluoromethyl)-N-((1-(trifluoromethyl)cyclopropyl)methyl)pyridin-2-amine